1-(4-chloro-5-fluoro-2-hydroxyphenyl)-N-(5-methyl-1-(1H-tetrazol-5-yl)azepan-3-yl)cyclopropane-1-carboxamide ClC1=CC(=C(C=C1F)C1(CC1)C(=O)NC1CN(CCC(C1)C)C1=NN=NN1)O